bromo-2-methyl-2H-1,2,3-triazole BrC1=NN(N=C1)C